N[C@H](C(=O)O)C=C (2s)-2-amino-3-butenoic acid